CC1=C(CNC(=O)C2=NOC(=N2)C2(CC2)C)C=CC(=C1)C1=NC=NN2C1=CC(=C2)C=2C=NN(C2)C N-(2-methyl-4-(6-(1-methyl-1H-pyrazol-4-yl)pyrrolo[2,1-f][1,2,4]triazin-4-yl)benzyl)-5-(1-methylcyclopropyl)-1,2,4-oxadiazole-3-carboxamide